FC1=CC=C(C=C1)N1C(N(C(C2=C1N(C(C=C2NC2=CC=C(C=C2)C(F)(F)F)=O)C)=O)C2=CC=C(C=C2)F)=O 1,3-bis(4-fluorophenyl)-8-methyl-5-{[4-(trifluoromethyl)phenyl]Amino}pyrido[2,3-d]Pyrimidine-2,4,7(1H,3H,8H)-trione